C(C1=CC=CC=C1)N1C(C(=CC(=C1)C(=O)N[C@H]1[C@@H](C1)CN(C)C)C(=O)NC)=O |r| (+/-)-1-benzyl-N5-((trans)-2-((dimethylamino)methyl)cyclopropyl)-N3-methyl-2-oxo-1,2-dihydropyridine-3,5-dicarboxamide